2-((((9H-Fluoren-9-yl)methoxy)carbonyl)(methyl)amino)-3-(3-cyclopropylphenyl)propanoic acid C1=CC=CC=2C3=CC=CC=C3C(C12)COC(=O)N(C(C(=O)O)CC1=CC(=CC=C1)C1CC1)C